ethyl (E)-3-(3-((diphenylmethylene)amino)thiophen-2-yl)acrylate C1(=CC=CC=C1)C(C1=CC=CC=C1)=NC1=C(SC=C1)/C=C/C(=O)OCC